ClC1=C(C=C(C=C1)C1=C(N=C(O1)C1=CC(=CC=C1)C)N1C(N=C2C(=C1)C=CO2)=O)F 3-[5-(4-chloro-3-fluorophenyl)-2-(3-methylphenyl)-1,3-oxazol-4-yl]-2H,3H-furo[2,3-d]pyrimidin-2-one